FC=1C=C(CO[C@H]2[C@@H](SC=3C(=NC=C(C3)Cl)C#N)O[C@@H]([C@@H]([C@@H]2N2N=NC(=C2)C=2SC=CN2)O)CO)C=C(C1O)F 5-chloro-2-cyano-pyridin-3-yl 3-deoxy-2-O-(3,5-difluoro-4-hydroxybenzyl)-3-[4-(2-thiazolyl)-1H-1,2,3-triazol-1-yl]-1-thio-alpha-D-galactopyranoside